COC=1C=C2C(=NC(=NC2=CC1OC)C)N[C@H](C)C1=CC(=CC=C1)C=1C=C2C=CN(C2=CC1)C 6,7-dimethoxy-2-methyl-N-{(1R)-1-[3-(1-methyl-1H-indol-5-yl)phenyl]ethyl}quinazolin-4-amine